4,6-di(dodecyl-thiomethyl)o-cresol C(CCCCCCCCCCC)SCC=1C=C(C(=C(C1)CSCCCCCCCCCCCC)O)C